CN(C(OC(C)(C)C)=O)C1CC(C1)OC=1N=CC2=C(N1)C(=NC=N2)NC2=CC(=C(C=C2)OC2=CC1=C(N(C=N1)C)C=C2)C tert-butyl methyl((1R,3R)-3-((8-((3-methyl-4-((1-methyl-1H-benzo[d]imidazol-5-yl)oxy)phenyl)amino)pyrimido[5,4-d]pyrimidin-2-yl)oxy)cyclobutyl)carbamate